1,3-dioxoisoindolin-2-ylpropionate O=C1N(C(C2=CC=CC=C12)=O)C(C(=O)[O-])C